2-[5-(5,6-dihydro-4H-cyclopenta[C]thiophen-1-yl)-furan-2-ylmethylene]-malononitrile C=1(SC=C2C1CCC2)C2=CC=C(O2)C=C(C#N)C#N